6-(3-(Hydroxymethyl)benzyl)-2,4-dimethyl-4,6-dihydro-5H-thiazolo[5',4':4,5]pyrrolo[2,3-d]pyridazin-5-one OCC=1C=C(CN2N=CC3=C(C2=O)N(C2=C3SC(=N2)C)C)C=CC1